C1(=CC=CC=C1)N(CCC1=CNC2=CC=CC=C12)C=1C=CC=C(C1C(=O)O)O N-phenyltryptaminesalicylic acid